C(O)([O-])=O.[Cs+] caesium hydrogencarbonate